FC(CC=1C(=NC(=NC1OC)N1C=C(C2=CC=CC(=C12)N1N=C(C=C1)C)S(=O)(=O)N)OC)F [5-(2,2-difluoroethyl)-4,6-dimethoxy-pyrimidin-2-yl]-7-(3-methylpyrazol-1-yl)-1H-indole-3-sulfonamide